C1=CC=C(C=C1)C[C@@H](C(=O)O)NC(=O)[C@H](CCCCN)N The molecule is a dipeptide formed from L-lysine and L-phenylalanine residues. It has a role as a metabolite. It derives from a L-lysine and a L-phenylalanine.